O1CC(CC1)N[C@@H](CNC(OC(C)(C)C)=O)C tert-butyl ((2R)-2-((tetrahydrofuran-3-yl)amino)propyl)carbamate